C(#N)N1C[C@H](CC1)CNC(=O)C1=NN(C=N1)C1=CC=CC=C1 (R)-N-((1-Cyanopyrrolidin-3-yl)methyl)-1-phenyl-1H-1,2,4-triazol-3-carboxamid